ClC=1C=C(C=CC1F)NC(N(CC1CCOCC1)[C@@H](C)C1=CNC(C2=CC=CC=C12)=O)=O (S)-3-(3-chloro-4-fluorophenyl)-1-(1-(1-oxo-1,2-dihydroisoquinolin-4-yl)ethyl)-1-((tetrahydro-2H-pyran-4-yl)methyl)urea